FC=1C=C(C=NC1F)C1=NN(C2=CC=CC=C12)C1OCCCC1 3-(5,6-difluoro-3-pyridinyl)-1-tetrahydropyran-2-yl-indazole